BrC=1C(=CC(=C(C1)C1=CC=C2C(=CN=NC2=C1)NCC1=C(C=C(C=C1)OC)OC)OC)C(F)(F)F 7-[5-BROMO-2-METHOXY-4-(TRIFLUOROMETHYL)PHENYL]-N-[(2,4-DIMETHOXYPHENYL)METHYL]CINNOLIN-4-AMINE